2,4-dichloro-5-(1,1-difluoropropyl)pyridine ClC1=NC=C(C(=C1)Cl)C(CC)(F)F